4-(2-((2-ethoxy-3,4-dioxocyclobut-1-en-1-yl)amino)ethyl)-N-(2-(2-(2-(((3S,4S,5S,6R)-3,4,5-trihydroxy-6-(hydroxymethyl)tetrahydro-2H-pyran-2-yl)oxy)ethoxy)ethoxy)ethyl)benzamide C(C)OC1=C(C(C1=O)=O)NCCC1=CC=C(C(=O)NCCOCCOCCOC2O[C@@H]([C@H]([C@@H]([C@@H]2O)O)O)CO)C=C1